5-(5-((1-(Dimethylglycyl)azetidin-3-yl)methyl)-3-isopropyl-1H-indol-2-yl)-1,3,4-trimethylpyridin-2(1H)-on CN(CC(=O)N1CC(C1)CC=1C=C2C(=C(NC2=CC1)C=1C(=C(C(N(C1)C)=O)C)C)C(C)C)C